COC(C1=CC(=NC(=C1)N1CC(OCC1)C=1C=NN(C1)C)Cl)=O 2-chloro-6-[2-(1-methylpyrazol-4-yl)morpholino]isonicotinic acid methyl ester